C(C)(C)(C)OC(=O)C1=CC=NC2=CC=C(C=C12)N1[C@@H](CCC1)COC (S)-6-(2-(methoxymethyl)pyrrolidin-1-yl)quinoline-4-carboxylic acid tert-butyl ester